COC1CCNCC1 4-methoxy-hexahydropyridine